1-(2,6-dichlorophenyl)-4-((5-(pyrrolidine-1-carbonyl)pyridin-2-yl)amino)-1H-pyrazole-3-carboxamide ClC1=C(C(=CC=C1)Cl)N1N=C(C(=C1)NC1=NC=C(C=C1)C(=O)N1CCCC1)C(=O)N